C1(CC=C2C=CC=C3C4=CC=CC5=CC=CC(C1=C23)=C45)=O peryleneone